tert-butyl 4-(4-(((2-(2,6-dioxo-1-((2-(trimethylsilyl)ethoxy)methyl)piperidin-3-yl)-1,3-dioxoisoindolin-4-yl)amino)methyl)piperidin-1-yl)benzoate O=C1N(C(CCC1N1C(C2=CC=CC(=C2C1=O)NCC1CCN(CC1)C1=CC=C(C(=O)OC(C)(C)C)C=C1)=O)=O)COCC[Si](C)(C)C